5-(4-((4-((1-(3-aminopropyl)-3-(4-methoxyphenyl)-1H-indol-5-yl)methyl)piperazin-1-yl)methyl)piperidin-1-yl)-2-(2,6-dioxopiperidin-3-yl)isoindoline-1,3-dione NCCCN1C=C(C2=CC(=CC=C12)CN1CCN(CC1)CC1CCN(CC1)C=1C=C2C(N(C(C2=CC1)=O)C1C(NC(CC1)=O)=O)=O)C1=CC=C(C=C1)OC